(S)-(3-aminoazepan-1-yl)(4-(5-methyl-7H-pyrrolo[2,3-d]pyrimidin-4-yl)-3,4-dihydro-2H-1,4-thiazin-6-yl)methanone hydrochloride Cl.N[C@@H]1CN(CCCC1)C(=O)C1=CN(CCS1)C=1C2=C(N=CN1)NC=C2C